o-(3-mercaptopropoxy)benzenecarboximidamide SCCCOC1=C(C=CC=C1)C(N)=N